ClC=1C=C(C=C(C1OC1=CC(=C(C=C1)O)S(=O)(=O)C1CC(C1)O)Cl)N1N=C(C(NC1=O)=O)C(F)F 2-(3,5-dichloro-4-(4-hydroxy-3-(((1s,3s)-3-hydroxycyclobutyl)sulfonyl)phenoxy)phenyl)-6-(difluoromethyl)-1,2,4-triazine-3,5(2H,4H)-dione